N[C@@]1(CN(CC1)C1=C(C(=NC=C1C(=O)NC1CCC(CC1)(F)F)C)C1=CC(=CC(=C1)F)OC(F)F)C (S)-4-(3-amino-3-methylpyrrolidin-1-yl)-N-(4,4-difluorocyclohexyl)-5-(3-(difluoromethoxy)-5-fluorophenyl)-6-methylnicotinamide